(R)-N-(3-(3'-chloro-6-methoxy-5-((((5-oxopyrrolidin-2-yl)methyl)amino)methyl)-[2,4'-bipyridin]-2'-yl)-2-methylphenyl)-5-(((2-hydroxyethyl)amino)methyl)-6-methylpicolinamide ClC=1C(=NC=CC1C1=NC(=C(C=C1)CNC[C@@H]1NC(CC1)=O)OC)C=1C(=C(C=CC1)NC(C1=NC(=C(C=C1)CNCCO)C)=O)C